N1=C(C=CC=C1)NC(N)=O 3-(pyridine-2-yl)urea